2-[(dimethylamino)methyl]phenol CN(C)CC1=C(C=CC=C1)O